isobutyl 4-((2-ethylhexyl)(isobutoxycarbonyl)amino)3-methylbutanoate C(C)C(CN(CC(CC(=O)OCC(C)C)C)C(=O)OCC(C)C)CCCC